R-2-hydroxy-N-[2-(4-aminophenyl)ethyl]-2-phenylethylamine O[C@@H](CNCCC1=CC=C(C=C1)N)C1=CC=CC=C1